phenyl (2E)-2-benzylidenehydrazine-1-carboxylate C(/C1=CC=CC=C1)=N\NC(=O)OC1=CC=CC=C1